CNC(C(=O)O)(C)C 2-(N-methylamino)-2-methylpropanoic acid